C(CCC)C(CCCC)[N+](CC)(CC)CC butyltriethylpentylammonium